1-(2-chlorophenyl)-3-[1-(4-fluorophenyl)-4-methyl-5-oxopyrrolidin-3-yl]urea ClC1=C(C=CC=C1)NC(=O)NC1CN(C(C1C)=O)C1=CC=C(C=C1)F